[1-(2-Chloro-6-fluoro-phenyl)-piperidin-4-yl]-{1-[4-nitro-1-(tetrahydro-pyran-2-yl)-1H-pyrazol-3-yl]-ethyl}-amine ClC1=C(C(=CC=C1)F)N1CCC(CC1)NC(C)C1=NN(C=C1[N+](=O)[O-])C1OCCCC1